2-(4-bromophenyl)-4-(((3-(thiophene-2-yl)acryloyl)oxy)methyl)-4,5-dihydro-oxazole BrC1=CC=C(C=C1)C=1OCC(N1)COC(C=CC=1SC=CC1)=O